4-[3-[(3S)-3-(1-fluoro-1-methyl-ethyl)piperazin-1-yl]-1,2,4-triazin-6-yl]-7-pyrazol-1-yl-1H-indazole FC(C)(C)[C@@H]1CN(CCN1)C=1N=NC(=CN1)C1=C2C=NNC2=C(C=C1)N1N=CC=C1